C(C)S(=O)(=O)NC(=O)N1CC2=CC=CC(=C2CC1)OC1=CC=C(C=C1)C(F)(F)F N-(ethylsulfonyl)-5-(4-(trifluoromethyl)phenoxy)-3,4-dihydroisoquinoline-2(1H)-carboxamide